1-[4-(4-Chloro-2-methylphenyl)piperidin-1-yl]-2-{3-[(2R,6S)-2,6-dimethylmorpholin-4-carbonyl]-5,6-dihydrocyclopenta[c]pyrazol-1(4H)-yl}ethan-1-on ClC1=CC(=C(C=C1)C1CCN(CC1)C(CN1N=C(C2=C1CCC2)C(=O)N2C[C@H](O[C@H](C2)C)C)=O)C